1-methyl-1'-{6-methyl-4-[(1-methylcyclopropyl)amino]furo[2,3-d]pyrimidine-5-carbonyl}-1,2-dihydrospiro[indol-3,3'-piperidin]-2-one CN1C(C2(CN(CCC2)C(=O)C2=C(OC=3N=CN=C(C32)NC3(CC3)C)C)C3=CC=CC=C13)=O